BrC1=C(C=C(OC2CC3(C2)CCN(CC3)CC(=O)NC3=CC=C2C(=NN(C2=C3)C)C3C(NC(CC3)=O)=O)C=C1)C(F)(F)F 2-[2-[4-bromo-3-(trifluoromethyl)phenoxy]-7-azaspiro[3.5]nonan-7-yl]-N-[3-(2,6-dioxo-3-piperidyl)-1-methyl-indazol-6-yl]acetamide